4-(1-ethyl-4-(trifluoromethyl)-1H-imidazol-2-yl)-3-fluoroaniline C(C)N1C(=NC(=C1)C(F)(F)F)C1=C(C=C(N)C=C1)F